C(C)O[Si](CCCC(CCCCCCCC1=NN=NN1)C1=NN=NN1)(OCC)OCC 1-[3-(triethoxysilyl)propyl]-5,5'-octamethylenebis(1,2,3,4-tetrazole)